(3s,4s)-3-amino-4-ethynylPyrrolidine-1-carboxylic acid benzyl ester C(C1=CC=CC=C1)OC(=O)N1C[C@H]([C@H](C1)C#C)N